2-hydroxy-4-ethoxy-4'-butylbenzophenone OC1=C(C(=O)C2=CC=C(C=C2)CCCC)C=CC(=C1)OCC